nitroureidothiazole [N+](=O)([O-])NC(NC=1SC=CN1)=O